FC(C=1C=C(C=CC1F)C=1C=C2C(=NC1)C=NN2CC(=O)C2=CSC=C2)F 2-[6-[3-(Difluoromethyl)-4-fluoro-phenyl]pyrazolo[4,3-b]pyridin-1-yl]-1-(3-thienyl)ethanone